COC1=CC=C(C=N1)NC=C1C(OC(OC1=O)(C)C)=O 5-[(6-methoxy-pyridin-3-ylamino)-methylene]-2,2-dimethyl-[1,3]dioxane-4,6-dione